NC=1C=NC=C(C1C1=CC(=C(C(=O)N)C=C1F)Cl)C#C 4-(3-amino-5-ethynylpyridin-4-yl)-2-chloro-5-fluorobenzamide